CN(C=1C2=C(N=C(N1)N1CC(C1)OC(C1=CC=C(C=C1)F)=O)CC[S+]2[O-])C2CCOCC2 [1-[4-[Methyl(tetrahydropyran-4-yl)amino]-5-oxido-6,7-dihydrothieno[3,2-d]pyrimidin-5-ium-2-yl]azetidin-3-yl]-4-fluorobenzoat